2-trimethoxysilylethylpyridine CO[Si](CCC1=NC=CC=C1)(OC)OC